Di-n-Hexylamin C(CCCCC)NCCCCCC